(S)-6-(1-amino-1,3-dihydrospiro[indene-2,4'-piperidin]-1'-yl)-3-(4-phenyltetrahydro-2H-pyran-4-yl)-1,5-dihydro-4H-pyrazolo[3,4-d]pyrimidin-4-one N[C@@H]1C2=CC=CC=C2CC12CCN(CC2)C=2NC(C1=C(N2)NN=C1C1(CCOCC1)C1=CC=CC=C1)=O